[N+](=O)([O-])CC1=CC(=CC(=C1)Cl)Cl nitro-3,5-dichlorotoluene